CN1N=C(N=C1N1CCC(CC1)C(F)(F)F)C1=CC=C(C=O)C=C1 4-[1-Methyl-5-[4-(trifluoromethyl)-1-piperidyl]-1,2,4-triazol-3-yl]benzaldehyde